FCCCC1CNC1 3-(3-fluoropropyl)azetidine